(3Z)-17,17-diethoxy-3-heptadecene-1-ol C(C)OC(CCCCCCCCCCCC\C=C/CCO)OCC